C(#N)C1=C(C(=CC=C1)C)SC=1C=2N(C=C(C1)C=1C=NN(C1)C)N=CC2C#N 4-((2-cyano-6-methylphenyl)thio)-6-(1-methyl-1H-pyrazol-4-yl)pyrazolo[1,5-a]pyridine-3-carbonitrile